C1(CC1)C1=NN(C(=C1)C(F)(F)F)CC(=O)N1[C@H]([C@H](CC1)N1C2CN(CC1CC2)C)C2=C(C(=CC=C2)C)Cl 2-[3-Cyclopropyl-5-(trifluoromethyl)pyrazol-1-yl]-1-[(2S,3S)-2-(2-chloro-3-methyl-phenyl)-3-(3-methyl-3,8-diazabicyclo[3.2.1]octan-8-yl)pyrrolidin-1-yl]ethanone